(6R,7R)-6-((R)-5H-Imidazo[5,1-a]isoindol-5-yl)-4,5,6,7-tetrahydro-1H-indazol-7-ol C=1N=CN2C1C1=CC=CC=C1[C@H]2[C@H]2CCC=1C=NNC1[C@@H]2O